1-piperazinyl-propyl-piperazinyl-propylamine HCl salt Cl.N1(CCNCC1)C(CC)N(CCC)N1CCNCC1